N1(CCCCC1)C(=O)ONS(=O)(=O)C (methylsulfonylamino) piperidine-1-carboxylate